4-amino-N'-ethyl-N',1-dimethyl-N-((5-(trifluoromethyl)pyridin-2-yl)methyl)-1H-pyrazolo[4,3-c]quinoline-8-carbohydrazide NC1=NC=2C=CC(=CC2C2=C1C=NN2C)C(=O)N(N(C)CC)CC2=NC=C(C=C2)C(F)(F)F